1-ethynyl-3-fluoro-benzene C(#C)C1=CC(=CC=C1)F